methyl 2-(5-fluoropyridin-2-yl)-4,5,6,7-tetrahydropyrazolo[1,5-a]pyridine-6-carboxylate FC=1C=CC(=NC1)C1=NN2C(CCC(C2)C(=O)OC)=C1